C(C)C(C(CC)N)(N)CC diethyl-1,2-diaminobutane